C1(=CC=C(C=C1)[C@@H](C)N[S@](=O)C(C)(C)C)C1=CC=CC=C1 (R)-N-((R)-1-([1,1'-biphenyl]-4-yl)ethyl)-2-methylpropane-2-sulfinamide